(R)-2-chloro-3-iodo-2-methylpropanenitrile Cl[C@](C#N)(CI)C